1,3-BENZOTHIAZOL-6-YLBORONIC ACID S1C=NC2=C1C=C(C=C2)B(O)O